4-bromo-2-(cyclobutylthio)-7-fluoro-5-(trifluoromethyl)-1H-indole BrC1=C2C=C(NC2=C(C=C1C(F)(F)F)F)SC1CCC1